CC(=C)C(C(CCC)=NO)(C)C 2,3,3-Trimethyl-hept-1-en-4-one oxime